di(decylphenyl) carbonate C(OC1=C(C=CC=C1)CCCCCCCCCC)(OC1=C(C=CC=C1)CCCCCCCCCC)=O